COC1=C(C=C(C(=C1)[N+](=O)[O-])OC)CCNCC1=C(C=CC=C1)OC 2-(2,5-dimethoxy-4-nitrophenyl)-N-[(2-methoxyphenyl)methyl]ethanamine